BrC1=C(C(=CC=C1)F)CN(C(OC(C)(C)C)=O)C tert-butyl N-[(2-bromo-6-fluoro-phenyl)methyl]-N-methyl-carbamate